2-(4-(6-((2,6-difluoro-4-chlorobenzyl)oxy)pyridin-2-yl)-2,5-difluorobenzyl)-1-((oxetan-2-yl)methyl)-3-oxo-2,3-dihydro-1H-indazole-6-carboxylic acid FC1=C(COC2=CC=CC(=N2)C2=CC(=C(CN3N(C4=CC(=CC=C4C3=O)C(=O)O)CC3OCC3)C=C2F)F)C(=CC(=C1)Cl)F